5-[(2-phenyl-1-piperidyl)sulfonyl]quinolin-8-ol C1(=CC=CC=C1)C1N(CCCC1)S(=O)(=O)C1=C2C=CC=NC2=C(C=C1)O